NC1=NC=NC2=C1C=1C=3C(C(N(CC1N2C(C)C)CC(C)O)=O)=C(ON3)C3CC3 11-amino-3-cyclopropyl-5-(2-hydroxypropyl)-7-isopropyl-6,7-dihydroisoxazolo[4,3-c]pyrimido[5',4':4,5]pyrrolo[3,2-e]azepin-4(5H)-one